CCC(CC)C1=CN=CC=2N=C(N=C(C21)N)C2=CC=NC=C2 (pent-3-yl)-2-(pyridin-4-yl)pyrido[3,4-d]pyrimidin-4-amine